FC1(CNCC[C@H]1C1=C(C=C2C(=NN(C2=C1)C)N1C(NC(CC1)=O)=O)F)F 1-[6-[(4s)-3,3-difluoro-4-piperidyl]-5-fluoro-1-methyl-indazol-3-yl]hexahydropyrimidine-2,4-dione